CC1=C(C(=CC=C1)C)NCCCNC1=C(C=CC=C1C)C di(2',6'-dimethylphenyl)-1,3-propylenediamine